O1OCN=CN=CC=CC=CC=C1 dioxa[4,6]diazacyclotridecine